[4-[6-chloro-3-[1-(2-isopropyl-3,6-dimethyl-4-oxo-chromen-8-yl)ethylamino]-2-pyridyl]-2-formyl-phenyl]boronic acid ClC1=CC=C(C(=N1)C1=CC(=C(C=C1)B(O)O)C=O)NC(C)C=1C=C(C=C2C(C(=C(OC12)C(C)C)C)=O)C